FCC1CCO1 4-fluoromethyloxetane